C(#N)C=1C=C(C=CC1)C=1N=C(SC1C1=CC(=NC(=C1)C)C)NC(=O)N1CCC2(COC2)CC1 N-[4-(3-cyanophenyl)-5-(2,6-dimethyl-4-pyridyl)thiazol-2-yl]-2-oxa-7-azaspiro[3.5]nonane-7-carboxamide